FC(C(=O)NC(=O)C[C@@H](O)[C@@H](O)[C@H](O)CO)F difluoroacetamido-2-deoxy-galactose